1-((1,3-bis(3,6-difluoro-9H-carbazol-9-yl)propan-2-yl)oxy)-3-(isopropylamino)-2-propanol FC=1C=CC=2N(C3=CC=C(C=C3C2C1)F)CC(CN1C2=CC=C(C=C2C=2C=C(C=CC12)F)F)OCC(CNC(C)C)O